FC1(CC1)CNC=1N=CC2=C(N1)NC=C2C2=CC=1N(C=C2)N=CC1C(=O)NC=1C=NC=CC1 5-(2-(((1-fluorocyclopropyl)methyl)amino)-7H-pyrrolo[2,3-d]pyrimidin-5-yl)-N-(pyridin-3-yl)pyrazolo[1,5-a]pyridine-3-carboxamide